OC1=C2C(C=C(OC2=C(C(=C1)O)OC=1C(NNC1)=O)C1=CC=C(C=C1)N1CCN(CC1)C)=O 4-(5,7-dihydroxy-2-(4-(4-methylpiperazin-1-yl)phenyl)-4-oxo-4H-chromen-8-yl)oxy-1,2-dihydro-3H-pyrazol-3-one